2-ethyl-5,11-dioxo-6,12-bis(n-heptylcarbonyloxy)naphthonaphthalene C(C)C=1C=CC2=C3C(C(C(=C2C1)OC(=O)CCCCCCC)=O)=C1C=CC=CC1=C(C3=O)OC(=O)CCCCCCC